C(C)(C)(C)OC(=O)N1CC(C(C1)C(=O)O)C(=O)O 1-(tert-butoxycarbonyl)pyrrolidine-3,4-dicarboxylic acid